(8-((5-chloro-4-(isopropylamino)-7H-pyrrolo[2,3-d]pyrimidin-2-yl)amino)-2,3-dihydrobenzo[b][1,4]dioxin-5-yl)(morpholino)methanone ClC1=CNC=2N=C(N=C(C21)NC(C)C)NC2=CC=C(C1=C2OCCO1)C(=O)N1CCOCC1